FC1=CC=C(C=C1)N1C(=NN=C1C=1OC=CC1)SCC(=O)NN=CC1=CC=CC=C1 2-[[4-(4-Fluorophenyl)-5-(furan-2-yl)-4H-1,2,4-triazol-3-yl]sulfanyl]-N'-[(phenyl)methylidene]acetohydrazide